C[C@@H](CCOC1=CC=C(C=C1)[C@@H](CC(=O)O)C#CC)CC (3R)-3-(4-{[(3R)-3-methylpentyl]oxy}phenyl)hex-4-ynoic acid